(3S,4r,5R)-1-(6-(7-(aminomethyl)-1,6-naphthyridin-2-yl)-4-fluoro-5-methylpyridin-2-yl)-3,5-dimethylpiperidin-4-ol NCC1=NC=C2C=CC(=NC2=C1)C1=C(C(=CC(=N1)N1C[C@@H](C([C@@H](C1)C)O)C)F)C